NC1=NC(=CC(=N1)C=1C(=C(C#N)C=CC1)F)C=1N=NN(C1)CC1=NC(=CC=C1)COC 3-[2-amino-6-(1-{[6-(methoxymethyl)-2-pyridinyl]methyl}-1H-1,2,3-triazol-4-yl)-4-pyrimidinyl]-2-fluoro-benzonitrile